7-(difluoromethyl)-2,2,3,3-tetrafluoro-6-((5-fluoropyridin-3-yl)oxy)-2,3-dihydro-1H-inden-1-ol FC(C=1C(=CC=C2C(C(C(C12)O)(F)F)(F)F)OC=1C=NC=C(C1)F)F